neopentylene glycol dimethacrylate C(C(=C)C)(=O)OCC(COC(C(=C)C)=O)(C)C